COC1=CC=C(CN2CCOCCC2([2H])[2H])C=C1 4-(4-methoxybenzyl)-1,4-oxazepane-5,5-d2